C1=CC(=NC2=C1C1=CC=CC=C1C=C2)C#N naphthopyridine-3-carbonitrile